FC1=C(C=C(C=C1)NC(=O)[C@@H]1[C@@H](C\2CCC1/C2=C/C(F)(F)F)NC(=O)C=2C(N(C1=CC=CC=C1C2)C)=O)C(F)(F)F N-[(2R,3S,7Z)-3-{[4-fluoro-3-(trifluoromethyl)phenyl]carbamoyl}-7-(2,2,2-trifluoroethylidene)bicyclo[2.2.1]heptan-2-yl]-1-methyl-2-oxo-1,2-dihydroquinoline-3-carboxamide